COC(=O)C=1N=C(SC1C)C1=CC=C(C=C1)C=O 2-(4-formylphenyl)-5-methylthiazole-4-carboxylic acid methyl ester